acryloyloxyhexadecyl-bromodimethylsilane C(C=C)(=O)OCCCCCCCCCCCCCCCC[Si](C)(C)Br